propylparaben C(CC)OC(=O)C1=CC=C(O)C=C1